C(C)(C)(C)OC(CCCCCCC(=O)O)=O 8-tert-butoxy-8-oxo-octanoic acid